C(C)(C)[C@H]1CO[C@@]23CC[C@@H](C[C@H]3CCC(N21)=O)NC(OC(C)(C)C)=O Tert-butyl N-[(3S,7aR,9S,11aR)-3-isopropyl-5-oxo-3,6,7,7a,8,9,10,11-octahydro-2H-oxazolo[2,3-j]quinolin-9-yl]carbamate